1-((3-((3R,5R)-5-(4-chlorophenyl)tetrahydro-furan-3-yl-5-d)-1,2,4-oxadiazol-5-yl)methyl)-7-methyl-1,7-dihydro-6H-purin-6-one ClC1=CC=C(C=C1)[C@]1(C[C@@H](CO1)C1=NOC(=N1)CN1C=NC=2N=CN(C2C1=O)C)[2H]